ClC=1C=C(C=CC1F)NC(N(C)[C@H](C)C1=CN=C(C2=CC=CC=C12)C(=O)N(C)C)=O (R)-4-(1-(3-(3-chloro-4-fluorophenyl)-1-methylureido)ethyl)-N,N-dimethylisoquinoline-1-carboxamide